C(C)N(C=1SC(=C(N1)C=1C(=C(C=CC1)NS(=O)(=O)C1=C(C=CC=C1F)F)F)C1=NC(=NC=C1)SC)CC N-(3-(2-(Diethylamino)-5-(2-(methylthio)pyrimidin-4-yl)thiazol-4-yl)-2-fluorophenyl)-2,6-difluorobenzenesulfonamide